4-methyl-N-((R,E)-4-(methylsulfonyl)but-3-en-2-yl)-2-phenylpiperidine-1-carboxamide CC1CC(N(CC1)C(=O)N[C@H](C)\C=C\S(=O)(=O)C)C1=CC=CC=C1